CC1=CC=C(C=C1)S(=O)(=O)C1CNC2=C(O1)C=CN=C2 4-methylbenzenesulfonyl-3,4-dihydro-2H-pyrido[4,3-b][1,4]oxazine